Br.NC=1OC2=C(N1)C=CC=C2 2-aminobenzoxazole hydrobromide